1-methyl-4-hydroxy-3-(2,2,2-trifluoroethan-1-one-1-yl)benzo[4,5]thieno[3,2-h]quinoline CN1CC(=C(C2=CC=C3C(=C12)SC1=C3C=CC=C1)O)C(C(F)(F)F)=O